C(C)(=O)CC(C)=O.C(C)(=O)CC(C)=O.[Pd] palladium di(acetylacetone)